gold-hafnium oxide [O-2].[Hf+4].[Au+3]